C(C)OC(=O)[C@@]1(CC2(OCCO2)CCC1=O)C |r| rac-7-methyl-8-oxo-1,4-dioxaspiro[4.5]decane-7-carboxylic acid ethyl ester